(S)-2-(2,5-difluoro-4-(6-((6-(methylcarbamoyl)pyridin-3-yl)methoxy)pyridin-2-yl)benzyl)-1-(oxetan-2-ylmethyl)-1H-benzo[d]imidazole-6-carboxylic acid FC1=C(CC2=NC3=C(N2C[C@H]2OCC2)C=C(C=C3)C(=O)O)C=C(C(=C1)C1=NC(=CC=C1)OCC=1C=NC(=CC1)C(NC)=O)F